C1(=CC=CC2=CC=CC=C12)C1=CC=CC2=CC=CC=C12 (R)-[1,1'-binaphthyl]